FC=1C(=C(C=C(C1)F)C=1C=C2C(=NN1)NCC1(N2CCN(C1)C(=O)N1[C@H](CNC[C@H]1C)C)C)O (2-(3,5-difluoro-2-hydroxyphenyl)-6a-methyl-5,6,6a,7,9,10-hexahydro-8H-pyrazino-[1',2':4,5]pyrazino[2,3-c]pyridazin-8-yl)((2S,6R)-2,6-dimethylpiperazin-1-yl)methanone